2,2'-disulfanediylbis(ethane-1,1-d2-1-ol) S(SCC(O)([2H])[2H])CC(O)([2H])[2H]